tert-butyl 3-oxo-4-(7H-pyrrolo[2,3-d]pyrimidin-5-yl)piperazine-1-carboxylate O=C1CN(CCN1C1=CNC=2N=CN=CC21)C(=O)OC(C)(C)C